1-acetyl-3-(ethoxymethylene)-5-nitroindol-2-one C(C)(=O)N1C(C(C2=CC(=CC=C12)[N+](=O)[O-])=COCC)=O